stigmastanyl-phosphorylcholine CCC(CCC(C)C1CCC2C1(CCC3C2CCC4C3(CCC(C4)OP(=O)([O-])OCC[N+](C)(C)C)C)C)C(C)C